(R)-2-(3-((5-methyl-6-(4-(trifluoromethyl)phenyl)pyridazin-3-yl)amino)-piperidin-1-yl)ethan-1-ol CC=1C=C(N=NC1C1=CC=C(C=C1)C(F)(F)F)N[C@H]1CN(CCC1)CCO